e-thionocaprolactone C1(CCCCCO1)=S